C(#N)C1=CC=C(CN2C[C@@H](CC2)N(S(=O)(=O)C=2C=NC(=CC2)N2CCOCC2)C(C)C)C=C1 (R)-N-(1-(4-Cyanobenzyl)pyrrolidin-3-yl)-N-isopropyl-6-morpholinopyridine-3-sulfonamide